OC1=C(C=O)C=CC=C1C(F)(F)F 2-hydroxy-3-trifluoromethyl-benzaldehyde